C1=CC=C(C=C1)C(=O)C(=O)OCCOCCO oxy-phenylacetic acid 2-[2-hydroxy-ethoxy]-ethyl ester